8-[5-chloro-1-(1-cyclopropyl-1H-pyrazol-4-yl)-1H-indazol-6-yl]-2-methyl-2,8-diazaspiro[4.5]decan-3-one ClC=1C=C2C=NN(C2=CC1N1CCC2(CC(N(C2)C)=O)CC1)C=1C=NN(C1)C1CC1